tert-butyl 2-(2-fluoro-6-(pyrrolidin-1-yl) pyridin-3-yl)-4-oxo-6,7-dihydrothiazolo[5,4-c]pyridine-5(4H)-carboxylate FC1=NC(=CC=C1C=1SC=2C(N(CCC2N1)C(=O)OC(C)(C)C)=O)N1CCCC1